FC1=CC=C2C(C=COC2=C1)=C1CN(C1)CC=1C=C2CN(C(C2=CC1)=O)N1C(NC(CC1)=O)=O 1-(5-((3-(7-fluorochromene-4-ylidene)azetidin-1-yl)methyl)-1-oxoisoindolin-2-yl)dihydropyrimidine-2,4(1H,3H)-dione